C(C)(C)(C)OC(=O)N1CC2=C(CC1)SC(=C2)CO.COC2=CC=C(C=C2)C(=C(C2=CC=CC=C2)C2=CC=C(C=CC1=CC=NC=C1)C=C2)C2=CC=C(C=C2)OC 4-(4-(2,2-bis(4-methoxyphenyl)-1-phenylvinyl)styryl)pyridine tert-butyl-2-(hydroxymethyl)-6,7-dihydrothieno[3,2-c]pyridine-5(4H)-carboxylate